CN1CCC(CC1)CNC(C(CCSCCC(=O)OCC(CCCCCCCC)CCCCCC)NC(C(CCCCCCCCCC)CCCCCCCC)=O)=O 2-hexyldecyl 3-((4-(((1-methylpiperidin-4-yl)methyl)amino)-3-(2-octyldodecanamido)-4-oxobutyl)thio)propanoate